BrCC(=O)N(N)C(C(CC)(N)N)=O diaminobutanoic acid bromoacetyl-hydrazide